C12CCC(CC1)N2CC(=O)C2=C(N(C1=CC(=CC=C21)CCS(=O)(=O)C)C2=CC=C(C=C2)Cl)C (7-azabicyclo[2.2.1]heptan-7-yl)-1-(1-(4-chlorophenyl)-2-methyl-6-(2-(methylsulfonyl)ethyl)-1H-indol-3-yl)ethan-1-one